4-(3-(1H-benzimidazol-2-yl)ureido)-N-(7-(hydroxyamino)-7-oxoheptyl)benzamide N1C(=NC2=C1C=CC=C2)NC(NC2=CC=C(C(=O)NCCCCCCC(=O)NO)C=C2)=O